7-(2-((3aS,4R,6aR)-4-(4-Amino-7H-pyrrolo[2,3-d]pyrimidin-7-yl)-6a-ethyl-2,2-dimethyl-3a,6a-dihydro-4H-cyclopenta[d][1,3]dioxol-6-yl)ethyl)-3-chloro-5-fluoroquinolin-2-amine NC=1C2=C(N=CN1)N(C=C2)[C@@H]2C=C([C@]1(OC(O[C@H]12)(C)C)CC)CCC1=CC(=C2C=C(C(=NC2=C1)N)Cl)F